FC(OC1CC(CC1)NC(=O)C1N(CCCC1)C(=O)[O-])(F)F 2-{[3-(trifluoromethoxy)cyclopentyl]carbamoyl}piperidine-1-carboxylate